NC1=NN2C(N=CC=C2)=C1C(=O)N[C@@H](C)C=1N(C(C=2C(=CC=C3C2C1C(N3C)=O)C#CC=3C=NN(C3)C)=O)C3=CC=CC=C3 (S)-2-amino-N-(1-(1-methyl-6-((1-methyl-1H-pyrazol-4-yl)ethynyl)-2,5-dioxo-4-phenyl-1,2,4,5-tetrahydropyrrolo[4,3,2-de]isoquinolin-3-yl)ethyl)pyrazolo[1,5-a]pyrimidine-3-carboxamide